N(=[N+]=[N-])CC(C(=O)NC1=C(C=CC=C1)C#N)(C)[Se]CC1=CC=CC=C1 3-azido-2-(benzylseleno)-N-(2-cyanophenyl)-2-methylpropanamide